CC1(OB(OC1(C)C)C=1C=CC=C2[C@@H](CCOC12)CNC(OC(C)(C)C)=O)C tert-butyl (R)-((8-(4,4,5,5-tetramethyl-1,3,2-dioxaborolan-2-yl)chroman-4-yl)methyl)carbamate